S=12CNCC3=CC=CN=C3N3CCC(CCC(NC(C=CC1)=N2)C(=O)[O-])C3 thia-3,9,11,18,23-pentaazatetracyclo[17.3.1.111,14.05,10]tetracosa-1(22),5,7,9,19(23),20-hexaene-17-carboxylate